BrC1=CC=C(C=C1)N1N=C(C(=C1)[C@H]1O[C@@H](C(N1CCC1=CC(=C(C=C1)N)N)=O)C)C1=CC=C(C=C1)F (2R,5R)-2-(1-(4-bromophenyl)-3-(4-fluorophenyl)-1H-pyrazol-4-yl)-3-(3,4-diaminophenethyl)-5-methyloxazolidin-4-one